7-hydroxydecanone OC(CCCCC(C)=O)CCC